C(=O)(O)CCCCCN1C(C(C=2C3=C(C=CC12)C=CC=C3)(C)C)C=CC=3C=NC1=CC=CC=C1C3 3-(5-carboxypentyl)-1,1-dimethyl-2-(2-(quinoline-3-yl)vinyl)-1H-benzo[e]indole